perfluoro-1-octanesulfonamide FC(C(C(C(C(C(C(C(F)(F)F)(F)F)(F)F)(F)F)(F)F)(F)F)(F)F)(S(=O)(=O)N)F